C(C1=CC=CC=C1)OC1=C(C=C(C=C1)CC#N)OC 2-(4-(benzyloxy)-3-methoxyphenyl)acetonitrile